5-(3-fluoro-4-(4-(methylcarbamoyl)-1H-1,2,3-triazol-1-yl)butyl)-N-(3-(piperidin-1-yl)benzyl)-1,3,4-thiadiazole-2-carboxamide FC(CCC1=NN=C(S1)C(=O)NCC1=CC(=CC=C1)N1CCCCC1)CN1N=NC(=C1)C(NC)=O